epoxyisoquinoline C1=CC=C2C(=C1)C=C3N=C2O3